NC1=C(C)C(=CC(=C1)N)[N+](=O)[O-] 2,4-diamino-6-nitrotoluene